FC1=C(N)C=C(C=C1)C(F)(F)F 2-fluoro-5-(trifluoromethyl)aniline